N[C@H]1CCC2=C(C(=C(S2)NC(=O)C2CC(C2)(F)F)C(=O)OCC)C1 ethyl (5S)-5-amino-2-[(3,3-difluorocyclobutanecarbonyl)amino]-4,5,6,7-tetrahydrobenzothiophene-3-carboxylate